7-bromo-5-methoxy-2-methyl-1,2,3,4-tetrahydroisoquinoline BrC1=CC(=C2CCN(CC2=C1)C)OC